(pyridin-2-yl)piperazine-1-carboxylate N1=C(C=CC=C1)OC(=O)N1CCNCC1